C1(CC1)C(=O)NC1=CC(=C(N=N1)C(=O)NC([2H])([2H])[2H])NC1=NC=CC(=C1OC)C1=NC=NS1 6-cyclopropanecarboxamido-4-{[3-methoxy-4-(1,2,4-thiadiazol-5-yl)pyridin-2-yl]amino}-N-(2H3)methylpyridazine-3-carboxamide